C(CCC)C1=C(C(=NN1C(C)(C)C)CC(C)C)O 5-n-Butyl-3-isobutyl-1-tert-butyl-4-hydroxy-pyrazol